C1=NNC=2C1=C1C3=C(C(=NC1=CC2)C2=CC=C(C=C2)O)CC3 4-(8,9-dihydro-3H-cyclobut[c]pyrazolo[4,3-f]quinolin-7-yl)phenol